6-[4-(hydroxymethyl)-1-piperidyl]-N-[5-(5-methyl-1H-benzimidazol-2-yl)-1H-pyrazol-3-yl]pyridine-3-carboxamide OCC1CCN(CC1)C1=CC=C(C=N1)C(=O)NC1=NNC(=C1)C1=NC2=C(N1)C=CC(=C2)C